P(=O)(OC1=CC=C(C=C1)C)(OC1=CC=C(C=C1)C)OOC(C1=CC=C(C=C1)CCCC)=O bis(4-methylphenyl) 4-n-butylbenzoyloxy phosphate